2-methyl-2-([5-[3-(2-methylpropoxy)phenyl]-1-phenyl-1H-pyrazol-3-yl]methoxy)propanoic acid CC(C(=O)O)(C)OCC1=NN(C(=C1)C1=CC(=CC=C1)OCC(C)C)C1=CC=CC=C1